(4-(2-((3-methoxy-5-(trifluoromethyl)phenyl)amino)-2-oxoacetyl)phenoxy)-N-methylpyridine-carboxamide COC=1C=C(C=C(C1)C(F)(F)F)NC(C(=O)C1=CC=C(OC=2C(=NC=CC2)C(=O)NC)C=C1)=O